3-bromo-N-[(1R,3S)-3-{[6-chloro-2-(trifluoromethyl)quinolin-4-yl]amino}cyclohexyl]-5-acetamidobenzamide BrC=1C=C(C(=O)N[C@H]2C[C@H](CCC2)NC2=CC(=NC3=CC=C(C=C23)Cl)C(F)(F)F)C=C(C1)NC(C)=O